β-glucosyl fluoride [C@@H]1([C@H](O)[C@@H](O)[C@H](O)[C@H](O1)CO)F